N1C[C@H](CCC1)N1CCOCC1 4-[(3S)-3-piperidinyl]morpholine